dihexadecyl thiodipropionate (dicetyl thiodipropionate) C(CCCCCCCCCCCCCCC)C(C(=O)O)(CSCCC(=O)O)CCCCCCCCCCCCCCCC.S(CCC(=O)OCCCCCCCCCCCCCCCC)CCC(=O)OCCCCCCCCCCCCCCCC